ClC1=NC(=CC(=C1F)C(=O)Cl)Cl 2,6-dichloro-3-fluoro-pyridine-4-carbonyl Chloride